[C@H]12CC(C[C@@H]2C1)[C@@H](C(=O)NC1=CC=C(C=C1)C=1C(=[N+](C=CC1Cl)[O-])C)NC(=O)C=1C(=NOC1)C 3-(4-((S)-2-((1R,3r,5S)-bicyclo[3.1.0]hexan-3-yl)-2-(3-methylisoxazole-4-carboxamido)acetamido)phenyl)-4-chloro-2-methylpyridine 1-oxide